C(C(O)C)(=O)[O-].C[N+](C)(C)C Tetramethyl-ammonium lactate